CC(CC1=NOC=N1)C 3-(2-methylpropyl)-1,2,4-oxadiazol